7-{6-[(exo)-5-methyl-hexahydropyrrolo[3,4-c]pyrrol-2-yl]pyridazin-3-yl}-4-[1-(oxan-2-yl)pyrazol-4-yl]-1,3-benzothiazole CN1CC2C(C1)CN(C2)C2=CC=C(N=N2)C2=CC=C(C=1N=CSC12)C=1C=NN(C1)C1OCCCC1